C(C)(C)(C)OC(=O)N1CCC2(C(N(C(N2)=O)C2CCCCC2)=O)CC1 3-cyclohexyl-2,4-dioxo-1,3,8-triazaspiro[4.5]decane-8-carboxylic acid tert-butyl ester